6-isopropyl-3-oxo-2-[5-(trifluoromethyl)-2-pyridyl]-2,3,4,5-tetrahydropyridazine-4-carboxylate C(C)(C)C=1CC(C(N(N1)C1=NC=C(C=C1)C(F)(F)F)=O)C(=O)[O-]